ClC1=C(C=CC(=C1)COC)[C@@H]1COCCCN1C1=NC(=NC(=C1)C)N |r| (+-)-4-[3-[2-chloro-4-(methoxymethyl)phenyl]-1,4-oxazepan-4-yl]-6-methyl-pyrimidin-2-amine